3-METHYL-1H-INDAZOLE-7-BORONIC ACID CC1=NNC2=C(C=CC=C12)B(O)O